(R)-6-(2-chloro-5-fluorophenyl)-N-((6-(cycloheptylmethyl)-6-azaspiro[2.5]octan-1-yl)methyl)pyridazin-3-amine ClC1=C(C=C(C=C1)F)C1=CC=C(N=N1)NC[C@@H]1CC12CCN(CC2)CC2CCCCCC2